3-chloro-4-(3-chloro-6-(4-chloro-1H-1,2,3-triazol-1-yl)-2-fluorophenyl)-5-fluoropyridin-2(1H)-one ClC=1C(NC=C(C1C1=C(C(=CC=C1N1N=NC(=C1)Cl)Cl)F)F)=O